CN(C(OC1=CC=C2C(=C(C(OC2=C1)=O)CC1=C(C(=NC=C1)Cl)F)C)=O)C 3-((2-chloro-3-fluoropyridin-4-yl)methyl)-4-methyl-2-oxo-2H-chromen-7-yl dimethylcarbamate